tert-butyl 3-{2-chloro-6-fluoro-3-[N-(propane-1-sulfonyl)propane-1-sulfonamido]-phenoxy}-2-methyl-6-nitrobenzoate ClC1=C(OC=2C(=C(C(=O)OC(C)(C)C)C(=CC2)[N+](=O)[O-])C)C(=CC=C1N(S(=O)(=O)CCC)S(=O)(=O)CCC)F